pyridine-3-carboxaldehyde N1=CC(=CC=C1)C=O